C(C)C=1N(C(C2=CC=CC=C2C1CC)=O)N1C2=C(C=3CCCCC13)C=CC=N2 (R)-3,4-diethyl-2-(5,6,7,8-tetrahydro-9H-pyrido[2,3-b]indol-9-yl)isoquinoline-1(2H)-one